N-((2',3,6'-trifluoro-[1,1'-biphenyl]-4-yl)methyl)-3,4-dihydro-2H-pyrano[3,2-b]pyridin-4-amine FC1=C(C(=CC=C1)F)C1=CC(=C(C=C1)CNC1CCOC=2C1=NC=CC2)F